COC1=C(C=CC(=C1)N1CCOCC1)NC(=O)C=1OC(=NN1)C=1SC=CC1 N-(2-methoxy-4-morpholinylphenyl)-5-(thiophen-2-yl)-1,3,4-oxadiazole-2-carboxamide